C(#N)C(C)(C)C=1C=C(C(=O)NC2=CC(=C(C=C2)F)CCC2=NNC(=C2)NC2=NC=CN=C2)C=CN1 2-(2-cyanopropan-2-yl)-N-(4-fluoro-3-(2-(5-(pyrazin-2-ylamino)-1H-pyrazol-3-yl)ethyl)phenyl)isonicotinamide